5-((2-(2-(2-Aminoethoxy)ethoxy)ethyl)amino)benzo[c][2,6]naphthyridine-8-carboxamide NCCOCCOCCNC1=NC2=C(C3=CN=CC=C13)C=CC(=C2)C(=O)N